(4-(2-hydroxyethyl)cyclohexyl)carbamic acid tert-butyl ester C(C)(C)(C)OC(NC1CCC(CC1)CCO)=O